3-benzyl-N-hydroxy-2-methyl-1,2,3,4-tetrahydrophthalazine-6-carboxamide C(C1=CC=CC=C1)N1N(CC2=CC=C(C=C2C1)C(=O)NO)C